S1C(=NC=C1)NC(CCCC)=O N-(1,3-thiazol-2-yl)pentanamide